ClCCC=1C=CC(=C(N)C1)OC 5-(2-chloroethyl)-2-methoxyaniline